CNC(C([2H])([2H])[2H])=O N-methylacetamide-d3